4-bromo-6-(chloromethyl)-2,3-dihydro-1H-isoindol-1-one BrC1=C2CNC(C2=CC(=C1)CCl)=O